1-(2-carbamoyl-6-fluorobenzyl)-3,3-dimethyl-2-oxo-N-(2,4,6-trifluorobenzyl)indoline-6-carboxamide methyl-(2S,3R)-2-(phthalimidomethyl)-3-hydroxybutyrate COC([C@H]([C@@H](C)O)CN1C(C=2C(C1=O)=CC=CC2)=O)=O.C(N)(=O)C2=C(CN1C(C(C3=CC=C(C=C13)C(=O)NCC1=C(C=C(C=C1F)F)F)(C)C)=O)C(=CC=C2)F